S([C@@H]1[C@@H](O)[C@@H](O)[C@H](O)[C@H](O1)C)C1=CC=C(C=C1)C p-Tolyl 1-thio-α-D-rhamnopyranoside